C(=C)C1=CC=C(C=C1)S(=O)(=O)O 4-vinylbenzenesulfonic acid